CC=1C=C(C=CC1)N1C(C2=CC=CC=C2C=N1)=O 2-(3-methylphenyl)-2,3-naphthyridin-1-one